8-(4-chloro-6-methoxybenzo[d]thiazol-2-yl)-2-isopropyl-3,6-dimethylquinazolin-4(3H)-one ClC1=CC(=CC2=C1N=C(S2)C=2C=C(C=C1C(N(C(=NC21)C(C)C)C)=O)C)OC